ethyl (E)-2-(benzylideneamino)-2-butylhexanoate C(/C1=CC=CC=C1)=N\C(C(=O)OCC)(CCCC)CCCC